(2R,4aS,6aS,9S,10Z,12bR,14aS,14bR)-10-(cyanomethylene)-9-methoxy-2,4a,6a,9,12b,14a-hexamethyl-11-oxo-1,2,3,4,4a,5,6,6a,9,10,11,12b,13,14,14a,14b-hexadecahydropicene-2-carboxylic acid C(#N)\C=C/1\[C@@](C2=CC=C3[C@]4(CC[C@]5(CC[C@](C[C@H]5[C@@]4(CC[C@]3(C2=CC1=O)C)C)(C(=O)O)C)C)C)(C)OC